6-chloro-3-(((1R)-1-(2-cyano-7-methyl-3-(7-methyl-6-oxo-2,7-diazaspiro[4.4]nonan-2-yl)quinoxalin-5-yl)ethyl)amino)picolinic acid ClC1=CC=C(C(=N1)C(=O)O)N[C@H](C)C1=C2N=C(C(=NC2=CC(=C1)C)C#N)N1CC2(CC1)C(N(CC2)C)=O